(2S,3S,4R)-1-O-(α-D-galactosyl)-2-(N-tricosanoylamino)-1,3,4-Nonanetriol [C@H]1([C@H](O)[C@@H](O)[C@@H](O)[C@H](O1)CO)OC[C@@H]([C@@H]([C@@H](CCCCC)O)O)NC(CCCCCCCCCCCCCCCCCCCCCC)=O